C1(CC1)C1=NC=NC(=C1C1=NC=C(C(=N1)N)OC)OC 4'-cyclopropyl-5,6'-dimethoxy-[2,5'-bipyrimidin]-4-amine